6,7-dihydro-2H-pyrazolo[3,4-f][1,4]oxazepin-8(5H)-on N=1NC=C2C1C(NCCO2)=O